Di-tert-butyl 2-(2-(8-hydroxyimidazo[1,2-a]pyridin-5-yl) acetamido)succinate OC=1C=2N(C(=CC1)CC(=O)NC(C(=O)OC(C)(C)C)CC(=O)OC(C)(C)C)C=CN2